BrC1=CC=C2C=3C=CC(=CC3C(C2=C1)(C)C)P(C1=CC=2C(C3=CC(=CC=C3C2C=C1)Br)(C)C)(C1=CC=2C(C3=CC(=CC=C3C2C=C1)Br)(C)C)=O tris(7-bromo-9,9-dimethylfluoren-2-yl)phosphorus oxide